[1,4'-bipiperidine]-2-one N1(C(CCCC1)=O)C1CCNCC1